tert-Butyl 3-(2-oxoazepan-3-yl)benzoate O=C1NCCCCC1C=1C=C(C(=O)OC(C)(C)C)C=CC1